3-bromo-5-(3-chloro-5-fluorophenoxy)-1-isobutyl-1H-1,2,4-triazole BrC1=NN(C(=N1)OC1=CC(=CC(=C1)F)Cl)CC(C)C